FC=1C=CC2=C(CCCC(N2)=O)C1 7-fluoro-2,3,4,5-tetrahydro-1H-1-benzazepine-2-One